NC(C(=O)[O-])CN 2,3-(S)-diaminopropionate